ClC=1C(=C(C=2CCCCC2C1F)C(=O)O)OC 3-chloro-4-fluoro-2-methoxy-5,6,7,8-tetrahydronaphthalene-1-carboxylic acid